BrC=1C(=CC=CC1)\C=C\C1=CC=CC=C1 3-bromo-2-(E)-styrylbenzene